N1(CCC1)C1CCC(CC1)NC1=NC=CC(=N1)C=1C=NN(C1CC1CC1)C N-((1R,4R)-4-(azetidin-1-yl)cyclohexyl)-4-(5-(cyclopropyl-methyl)-1-methyl-1H-pyrazol-4-yl)pyrimidin-2-amine